COC1CN2C(OC1)=C(C=N2)S(=O)(=O)N 6-methoxy-6,7-dihydro-5H-pyrazolo[5,1-b][1,3]oxazine-3-sulfonamide